COC=1C(=CC2=CN(N=C2C1)C1CCC(CC1)NC1CCC2(CCN(CC2)C(=O)[O-])CC1)NC(C1=NC(=CC=C1)C(F)(F)F)=O 9-(((1r,4r)-4-(6-methoxy-5-(6-(trifluoromethyl)picolinamido)-2H-indazol-2-yl)cyclohexyl)amino)-3-azaspiro[5.5]undecan-3-carboxylate